1-Isopropoxy-1-oxopropan-2-yl pivalate C(C(C)(C)C)(=O)OC(C(=O)OC(C)C)C